phosphonic acid, dioctyl ester P(OCCCCCCCC)(OCCCCCCCC)=O